FC=1C(=NC=C(C1)F)N1C=C(C(C2=CC(=C(N=C12)N1C[C@H](CC1)O)F)=O)C(=O)O 1-(3,5-difluoropyridin-2-yl)-6-fluoro-7-[(3S)-3-hydroxypyrrolidin-1-yl]-4-oxo-1,4-dihydro-1,8-naphthyridine-3-carboxylic acid